ClC=1C=C(C=CC1COC1=C(C=CC=C1)CCNC1C=2C=CC(=NC2CCC1)C(=O)OCC)C1=CC=C(C=C1)C(F)(F)F ethyl 5-{[2-(2-{[3-chloro-4'-(trifluoromethyl)biphenyl-4-yl]-methoxy}phenyl)ethyl]amino}-5,6,7,8-tetrahydroquinoline-2-carboxylate